aluminum tris(α-ethylacetoacetate) C(C)C(C(=O)[O-])C(=O)C.C(C)C(C(=O)[O-])C(=O)C.C(C)C(C(=O)[O-])C(=O)C.[Al+3]